C=CCCCCCCCCCCCCCCCCC 1-Nondecene